(S)-1'-(6-((2-amino-3-chloropyridin-4-yl)thio)-1,2,4-triazin-3-yl)-6-methyl-1,3-dihydrospiro[indene-2,4'-piperidin]-1-amine NC1=NC=CC(=C1Cl)SC1=CN=C(N=N1)N1CCC2(CC1)[C@@H](C1=CC(=CC=C1C2)C)N